benzyl (2S)-2-(tert-butoxycarbonylamino)-4-fluoro-butanoate C(C)(C)(C)OC(=O)N[C@H](C(=O)OCC1=CC=CC=C1)CCF